ClC=1C=C(C=CC1F)NC(=O)C1=C(N(C(=C1C)C(C(=O)NC1=CC(=C(C=C1)F)F)=O)C)C N-(3-chloro-4-fluorophenyl)-5-(2-((3,4-difluorophenyl)amino)-2-oxoacetyl)-1,2,4-trimethyl-1H-pyrrole-3-carboxamide